C(CCC)SC=1OC2=C(N1)C=CC=C2 2-(butylsulfanyl)benzo[d]oxazole